9-(6-Chloropyrimidin-4-yl)-1-(3,4-difluorophenyl)-1,9-diazaspiro[5.5]undecan-2-one ClC1=CC(=NC=N1)N1CCC2(CCCC(N2C2=CC(=C(C=C2)F)F)=O)CC1